4-fluoro-7-methyl-N-(5-(4-methylpiperazin-1-yl)pyridin-3-yl)-1H-indole FC1=C2C=CN(C2=C(C=C1)C)C=1C=NC=C(C1)N1CCN(CC1)C